C(C)OC(=O)C=1C2=C(N=C(N1)N1C=NC=C1)C=CN2 2-(imidazole-1-yl)-5H-pyrrolo[3,2-d]Pyrimidine-4-carboxylic acid ethyl ester